FC=1C2=C(SC1)C=CC(=C2)CNC(=O)C2CN(CCC2)C=2C=1C(N=CN2)=NN(C1)C1=CC=C(C=C1)C(F)(F)F N-((3-fluorobenzo[b]thiophen-5-yl)methyl)-1-(2-(4-(trifluoromethyl)phenyl)-2H-pyrazolo[3,4-d]pyrimidin-4-yl)piperidine-3-carboxamide